2-amino-3,4-dimethyl-5-methoxybenzoic acid NC1=C(C(=O)O)C=C(C(=C1C)C)OC